N1(CCCCC1)C1CCN(CC1)C1=C(C=NC2=CC=C(C=C12)SC)S(=O)(=O)C1=CC=C(C=C1)OCCCCCCC 4-([1,4'-bipiperidin]-1'-yl)-3-((4-(heptyloxy)phenyl)sulfonyl)-6-(methylthio)quinoline